[TeH]N[C@@H](CS)C(=O)O telluriocysteine